N-(4,5-dimethylthiazol-2-yl)-1-(pyridin-4-ylmethyl)-1H-pyrrole-2-carboxamide CC=1N=C(SC1C)NC(=O)C=1N(C=CC1)CC1=CC=NC=C1